5-fluoro-1-[[4-fluoro-3-[4-[4-[[2-(2-methoxyethyl)-3-oxo-1-(2-pyridyl)pyrazolo[3,4-d]pyrimidin-6-yl]amino]phenyl]piperazine-1-carbonyl]phenyl]methyl]quinazoline-2,4-dione FC1=C2C(NC(N(C2=CC=C1)CC1=CC(=C(C=C1)F)C(=O)N1CCN(CC1)C1=CC=C(C=C1)NC1=NC=C2C(=N1)N(N(C2=O)CCOC)C2=NC=CC=C2)=O)=O